C(C)(=O)N1CCN(CC1)S(=O)(=O)C=1C=C(C(=O)O)C=CC1 3-(4-Acetylpiperazin-1-yl)sulfonylbenzoic acid